N-[2-chloro-5-fluoro-4-({4-[(2S)-2-({7-methylthieno[3,2-d]pyrimidin-4-yl}amino)propyl]piperazin-1-yl}sulfonyl)phenyl]acetamide 5-methyltetrahydrofolate triglutamate N[C@@H](CCC(=O)O)C(=O)O.N[C@@H](CCC(=O)O)C(=O)O.N[C@@H](CCC(=O)O)C(=O)O.CN1C=2C(NC(=NC2NCC1CNC1=CC=C(C(N[C@@H](CCC(=O)O)C(=O)O)=O)C=C1)N)=O.ClC1=C(C=C(C(=C1)S(=O)(=O)N1CCN(CC1)C[C@H](C)NC=1C2=C(N=CN1)C(=CS2)C)F)NC(C)=O